C(C1=CC=CC=C1)(=O)N1CC(C1)CN1C(=NC2=C1C(=CC(=C2)C(=O)N2C1CCC(C2)[C@H]1N)F)C1=CC=2C(=NC=CC2)N1CC1CC1 (7R)-2-{1-[(1-benzoylazetidin-3-yl)methyl]-2-[1-(cyclopropylmethyl)-1H-pyrrolo[2,3-b]pyridin-2-yl]-7-fluoro-1H-1,3-benzodiazole-5-carbonyl}-2-azabicyclo[2.2.1]heptan-7-amine